Methyl N2-(4-(N-((2-amino-4-oxo-3,4-dihydropteridin-6-yl)methyl)-2,2,2-trifluoroacetamido)benzoyl)-N5-(2-aminoethyl)-L-glutaminate NC1=NC2=NC=C(N=C2C(N1)=O)CN(C(C(F)(F)F)=O)C1=CC=C(C(=O)N[C@@H](CCC(NCCN)=O)C(=O)OC)C=C1